4-bromo-2-((3S,4R)-3-fluoro-4-methoxypiperidin-1-yl)pyridine BrC1=CC(=NC=C1)N1C[C@@H]([C@@H](CC1)OC)F